C1(=C(C=CC=C1)OC1C2C3C4C=CC(C3C(C1)C2)C4)C 8-(o-tolyloxy)-tetracyclo[4.4.0.12,5.17,10]-3-dodecene